C(C)(C)(C)OC(=O)N1N=CC(=C1)B(O)O (1-tert-butoxycarbonylpyrazol-4-yl)boronic acid